tert-butyl (R)-(1-amino-3-(4-chlorophenyl)propan-2-yl)(methyl)carbamate NC[C@@H](CC1=CC=C(C=C1)Cl)N(C(OC(C)(C)C)=O)C